(S)-2-((6-((4-chloro-2-fluorobenzyl)oxy)-2'-oxo-[2,4'-bipyridyl]-1'(2'H)-yl)methyl)-1-(oxetan-2-ylmethyl)-1H-benzo[d]imidazole-6-carboxylic acid methyl ester COC(=O)C=1C=CC2=C(N(C(=N2)CN2C(C=C(C=C2)C2=NC(=CC=C2)OCC2=C(C=C(C=C2)Cl)F)=O)C[C@H]2OCC2)C1